BrC1=C2C(N(C(=NC2=CC=C1)[C@H](C(C)C)NC1=NC=NC2=CC=C(C=C12)C#N)C1=CC=CC=C1)=O (S)-4-((1-(5-bromo-4-oxo-3-phenyl-3,4-dihydroquinazolin-2-yl)-2-methylpropyl)amino)quinazoline-6-carbonitrile